2-[3-(2-pyridyl)-1H-pyrrolo[2,3-b]pyridin-4-yl]-2,6-diazaspiro[4.5]decane N1=C(C=CC=C1)C1=CNC2=NC=CC(=C21)N2CC1(CC2)NCCCC1